ClC1=CC=C(C=C1)C1=C(CC(CC1)(C)OC)CN1CCN(CC1)CCNC1=C2C(N(C(=NC2=CC=C1)C)C1C(NC(CC1)=O)=O)=O 3-(5-((2-(4-((4'-chloro-4-methoxy-4-methyl-3,4,5,6-tetrahydro-[1,1'-biphenyl]-2-yl)methyl)piperazin-1-yl)ethyl)amino)-2-methyl-4-oxoquinazolin-3(4H)-yl)piperidine-2,6-dione